ethyl (E)-2-(methoxyimino)-4-oxopentanoate CO\N=C(\C(=O)OCC)/CC(C)=O